C1([C@H](O)[C@@H](O)[C@H](O)[C@H](O1)CO)O[C@H]1[C@@H]([C@H]([C@H](O)O[C@@H]1CO)O)O D-glucopyranosyl-(1-4)-β-D-glucopyranose